phenylbenzyl-barbituric acid C1(=CC=CC=C1)C1(C(NC(NC1=O)=O)=O)CC1=CC=CC=C1